tert-butyl (E)-5-chloro-3-(5-(tosyloxy)pent-1-en-1-yl)picolinate ClC=1C=C(C(=NC1)C(=O)OC(C)(C)C)\C=C\CCCOS(=O)(=O)C1=CC=C(C)C=C1